(benzo[d]thiazol-2-yl)methanone S1C(=NC2=C1C=CC=C2)C=O